5-bromo-4-(2-octyldodecyl)benzo[1,2,5]thiadiazole BrC=1C=CC=2C(=NSN2)C1CC(CCCCCCCCCC)CCCCCCCC